1-((3R)-4-(5-chloro-6-(3-hydroxy-1-naphthalenyl)[1,2]thiazolo[3,4-b]pyridin-3-yl)-3-methyl-1-piperazinyl)-2-propen-1-one ClC1=CC=2C(N=C1C1=CC(=CC3=CC=CC=C13)O)=NSC2N2[C@@H](CN(CC2)C(C=C)=O)C